3-butyl-3-hydroxy-2-(2-methoxybenzyl)-2,3,4,5-tetrahydro-1H-isoindol-1-one C(CCC)C1(N(C(C=2C=CCCC12)=O)CC1=C(C=CC=C1)OC)O